2-iodo-3-methyl-6-(trifluoromethyl)-3H-imidazo[4,5-b]pyridine IC1=NC=2C(=NC=C(C2)C(F)(F)F)N1C